Tert-butyl (2-(6-fluoro-2-methoxyquinolin-8-yl)ethyl)carbamate FC=1C=C2C=CC(=NC2=C(C1)CCNC(OC(C)(C)C)=O)OC